1,1,1,3-tetrafluoro-2-(trifluoromethyl)-2-pentene FC(C(=C(CC)F)C(F)(F)F)(F)F